BrC=1C=C(C=C2C(=NC=NC12)N(C)C(C)C1=NC=CN=C1C1=NC=C(C=C1)OC(F)F)C(F)(F)F 8-bromo-N-[1-[3-[5-(difluoromethoxy)-2-pyridyl]pyrazin-2-yl]ethyl]-N-methyl-6-(trifluoromethyl)quinazolin-4-amine